[5-(2-Chloro-3-fluoro-phenyl)-3-(3-methanesulfonyl-propyl)-2,4-dioxo-3,4-dihydro-2H-pyrimidin-1-yl]-acetate ClC1=C(C=CC=C1F)C=1C(N(C(N(C1)CC(=O)[O-])=O)CCCS(=O)(=O)C)=O